2,4-dimethoxypyrimidine-boric acid B(O)(O)O.COC1=NC=CC(=N1)OC